C(C=C)(=O)N1C[C@](CC1)(C1=C(C(=CC=C1F)Cl)Cl)NC=1C=C2C(N(C=NC2=C(C1)F)[C@H]1C(NCC1)=O)=O |r| (rac)-6-(((S)-1-Acryloyl-3-(2,3-dichloro-6-fluorophenyl)pyrrolidin-3-yl)amino)-8-fluoro-3-((R)-2-oxopyrrolidin-3-yl)quinazolin-4(3H)-one